C(C1=CC=CC=C1)C1=C(OCC(C)O)C=CC=C1 1-(2-benzylphenoxy)propan-2-ol